N-[[6-(2-Aminoethylamino)-2-pyridyl]sulfonyl]-6-methyl-2-(2,4,6-trimethylphenoxy)pyridin-3-carboxamid NCCNC1=CC=CC(=N1)S(=O)(=O)NC(=O)C=1C(=NC(=CC1)C)OC1=C(C=C(C=C1C)C)C